NCC=1C=C(N=NC1OCCN1CCS(CC1)(=O)=O)NC=1N=CC2=C(N1)N(C(C(=C2)C2=C(C=CC=C2Cl)Cl)=O)C 2-((5-(aminomethyl)-6-(2-(1,1-dioxidothiomorpholino)ethoxy)pyridazin-3-yl)amino)-6-(2,6-dichlorophenyl)-8-methylpyrido[2,3-d]pyrimidin-7(8H)-one